1,2,3,3-tetramethylindol-1-ium triflate [O-]S(=O)(=O)C(F)(F)F.C[N+]1=C(C(C2=CC=CC=C12)(C)C)C